C(C)(C)(C)OC(=O)NC=1SC2=C(N1)C(=CC=C2F)C2=CC(=C1C(=NC=NC1=C2F)NC2CN(C2)C(=O)OC(C)(C)C)OC tert-butyl 3-((7-(2-((tert-butoxycarbonyl)amino)-7-fluorobenzo[d]thiazol-4-yl)-8-fluoro-5-methoxyquinazolin-4-yl)amino)azetidine-1-carboxylate